FC1=C(C=C(C=C1)F)CC(=O)NC1=CC(=C(C=C1)C)[C@H](C)NC=1C=NC=2C(N1)=NN(C2)CC (S)-2-(2,5-difluorophenyl)-N-(3-(1-((2-ethyl-2H-pyrazolo[3,4-b]pyrazin-6-yl)amino)ethyl)-4-methylphenyl)acetamide